tert-Butyl 4-[4-[(2,4-dioxo-3-azabicyclo[3.1.1]heptan-1-yl)amino]phenyl]piperidine-1-carboxylate O=C1C2(CC(C(N1)=O)C2)NC2=CC=C(C=C2)C2CCN(CC2)C(=O)OC(C)(C)C